9-(4-chlorophenyl)-2-(naphthalen-2-yl)phenanthrene tert-butyl-2-(2-methoxy-4-(4,4,5,5-tetramethyl-1,3,2-dioxaborolan-2-yl)phenoxy)acetate C(C)(C)(C)OC(COC1=C(C=C(C=C1)B1OC(C(O1)(C)C)(C)C)OC)=O.ClC1=CC=C(C=C1)C=1C2=CC=CC=C2C=2C=CC(=CC2C1)C1=CC2=CC=CC=C2C=C1